C(C1CO1)N(CC=1C(=CC=CC1)CN(CC1CO1)CC1CO1)CC1CO1 N,N,N',N'-tetraglycidylxylylenediamine